O1CC(C1)N1N=CC=2C1=NC(=NC2)N2C(C1(CN(C1)C1=CC(=NC=C1)C(F)(F)F)CC2)=O 6-(1-(oxetan-3-yl)-1H-pyrazolo[3,4-d]pyrimidin-6-yl)-2-(2-(trifluoromethyl)pyridin-4-yl)-2,6-diazaspiro[3.4]octan-5-one